6-methyl-4-[(1-methylcyclopropyl)amino]-N-[2-(morpholin-4-yl)pyrimidin-5-yl]furo[2,3-d]pyrimidine-5-carboxamide CC1=C(C2=C(N=CN=C2NC2(CC2)C)O1)C(=O)NC=1C=NC(=NC1)N1CCOCC1